C(C(C(CC(=O)OC1CC(N(C(C1)(C)C)C)(C)C)C(=O)OC1CC(N(C(C1)(C)C)C)(C)C)C(=O)OC1CC(N(C(C1)(C)C)C)(C)C)C(=O)OC1CC(N(C(C1)(C)C)C)(C)C tetrakis(1,2,2,6,6-pentamethyl-4-piperidinyl) 1,2,3,4-butanetetracarboxylate